NC=1N=C(C2=C(N1)C=NN2CC2=C(C=CC(=C2)CN2CCN(CC2)CCO)OC)N[C@H](CCO)CCC (3S)-3-({5-amino-1-[(5-{[4-(2-hydroxyethyl)piperazin-1-yl]methyl}-2-methoxy-phenyl)methyl]-1H-pyrazolo[4,3-d]pyrimidin-7-yl}amino)hexan-1-ol